Cl[C@H](C(=O)[O-])C (S)-2-chloropropionate